ClC1=CC=C2C(=CC=NC2=C1)N1CCN(CC1)C 7-chloro-4-(4-methylpiperazin-1-yl)quinoline